(rac)-2'-[6-amino-5-(trifluoroacetyl)pyridin-3-yl]-N-ethyl-5',6'-dihydrospiro[pyrrolidine-3,4'-pyrrolo[1,2-b]pyrazole]-1-carboxamide NC1=C(C=C(C=N1)C=1C=C2N(N1)CC[C@]21CN(CC1)C(=O)NCC)C(C(F)(F)F)=O |r|